4-amino-N,1-dimethyl-N-((3R)-6-(pentafluoro-lambda~6~-sulfanyl)-2,3-dihydro-1-benzofuran-3-yl)-1H-pyrazolo[4,3-c]quinoline-8-carboxamide NC1=NC=2C=CC(=CC2C2=C1C=NN2C)C(=O)N([C@H]2COC1=C2C=CC(=C1)S(F)(F)(F)(F)F)C